ClC1=CC=CC(=N1)C1CCN(CC1)COC(=O)C=1C=CC2=C(N(C=N2)CC2OCC2)C1 ((4-(6-chloropyridin-2-yl)piperidine-1-yl)methyl)-1-(oxetan-2-ylmethyl)-1H-benzo[d]imidazole-6-carboxylate